4-methylene(2,6-di-tert-butylphenol) C=C1CC(=C(C(=C1)C(C)(C)C)O)C(C)(C)C